1-N-[2-[4-(hydroxymethyl)cyclohexyl]-6-(1-hydroxy-1-methyl-ethyl)indazol-5-yl]-6-(pentafluoro-sulfanyl)pyridine-2-carboxamide OCC1CCC(CC1)N1N=C2C=C(C(=CC2=C1)N1C(C=CC=C1S(F)(F)(F)(F)F)C(=O)N)C(C)(C)O